CC(C(=O)OC(CC=CC=C)CCCCC)(C)C 6-undecadienyl trimethylacetate